S1C(=NN=C1)C1=NNC2=CC=CC=C12 1,3,4-thiadiazol-2-yl-indazole